BrC=1C(=NC(=NC1)NC1=C(C=C(C=C1)S(=O)(=O)Cl)C)NC1=C(C(=CC=C1)F)C(N)=O 4-((5-bromo-4-((2-carbamoyl-3-fluorophenyl)amino)pyrimidin-2-yl)amino)-3-methylbenzene-1-sulfonylChlorine